C(C)(C)(C)OC(=O)N1CC2(C1)CC(C2)=COC 6-(methoxymethylene)-2-azaspiro[3.3]heptane-2-carboxylic acid tert-butyl ester